FC1(OC2=C(O1)C=CC(=C2)/C=C/C(=O)N2CCN(CC2)C(C2=CN=CC(=C2)C(C)(C)O)=O)F (E)-3-(2,2-difluorobenzo[d][1,3]dioxol-5-yl)-1-(4-(5-(2-hydroxypropan-2-yl)nicotinoyl)piperazin-1-yl)prop-2-en-1-one